ClC1=NC(=NC(=N1)Cl)C1=NC(=CC=C1)C(C)(F)F 2,4-dichloro-6-[6-(1,1-difluoroethyl)-pyridin-2-yl]-[1,3,5]triazine